OC1=CC=C(C=C1)C(C)(C1=CC=C(C=C1)C(C)(C)C1=CC=C(C=C1)O)C1=CC=C(C=C1)O 1,1-bis(4-hydroxyphenyl)-1-[4-[1-(4-hydroxyphenyl)-1-methylethyl]phenyl]ethane